(2E)-N-{1-[8-(1,6-dimethyl-1H-1,3-benzodiazol-5-yl)indolizine-3-carbonyl]piperidin-4-yl}-4-{[trans-4-methoxycyclohexyl]amino}but-2-enamide CN1C=NC2=C1C=C(C(=C2)C2=CC=CN1C(=CC=C21)C(=O)N2CCC(CC2)NC(\C=C\CN[C@@H]2CC[C@H](CC2)OC)=O)C